C(C)(C)(C)OC(=O)N1CCC2(CC1)C(C1=C(C=CC=C1C2)C(F)(F)F)N=[N+]=[N-] 1-azido-7-(trifluoromethyl)-1,3-dihydrospiro[indene-2,4'-piperidine]-1'-carboxylic acid tert-butyl ester